ClC1=C(C#N)C(=CC=N1)NC1=CC2=C(N(C(N2CCC2(OC2)C)=O)C)C=C1 2-Chloro-4-((1-methyl-3-(2-(2-methyloxiran-2-yl)ethyl)-2-oxo-2,3-dihydro-1H-benzo[d]imidazol-5-yl)amino)nicotinonitril